(5S)-5-methyl-2-[2-(8-methyl-8-azabicyclo[3.2.1]oct-3-en-3-yl)-1,3-benzothiazol-5-yl]piperidine C[C@H]1CCC(NC1)C=1C=CC2=C(N=C(S2)C=2CC3CCC(C2)N3C)C1